C(C)OC(CNC1=NC(=NC(=C1)N1CCC2=C(CC1)C=CC=C2)C2NCCCC2)=O (2-(piperidin-2-yl)-6-(1,2,4,5-tetrahydro-3H-benzo[d]azepin-3-yl)pyrimidin-4-yl)glycine ethyl ester